β-amino-L-phenylalanine NC([C@H](N)C(=O)O)C1=CC=CC=C1